OCC1N2C(OC1)=CC=N2 3-(hydroxymethyl)-2,3-dihydropyrazolo[5,1-b]oxazole